NCCNC(CS(=O)(=O)O)C 2-[(2-aminoethyl)amino]-1-propanesulfonic acid